(6-isopropyl-4,5,6,7-tetrahydrobenzo[d]thiazol-2-yl)methanol C(C)(C)C1CC2=C(N=C(S2)CO)CC1